NC1=NC=2C=CC(=CC2C2=C1C(OC2)C)C(=O)Cl 4-amino-3-methyl-1,3-dihydrofuro[3,4-c]quinoline-8-carbonyl chloride